6-(7-((6-Chloro-2-methylpyridin-3-yl)sulfonyl)-7-azaspiro[3.5]nonan-2-yl)-2-oxa-6-azaspiro[3.3]heptane ClC1=CC=C(C(=N1)C)S(=O)(=O)N1CCC2(CC(C2)N2CC3(COC3)C2)CC1